CC1=CC=C(C=C1)S(=O)(=O)OC1CC2CCC(C1)N2C(=O)OC(C)(C)C tert-Butyl endo-3-(p-toluenesulfonyloxy)-8-azabicyclo[3.2.1]octane-8-carboxylate